C(CC)C(CCC)C1=C(C(=CC=C1)C(CCC)CCC)N1C(N(C(=C1Cl)Cl)C1=C(C=CC=C1C(CCC)CCC)C(CCC)CCC)=[Pd]([N+]1=CC(=CC=C1)Cl)(Cl)Cl [1,3-bis[2,6-bis(1-propylbutyl)phenyl]-4,5-dichloro-imidazol-2-ylidene]-dichloro-(3-chloropyridin-1-ium-1-yl)palladium